tricyclo[6.4.0.02,7]dodecane C12C3CCCCC3C2CCCC1